ClC1=C(C=CC=C1Cl)C=1C=2N(C(=NC1C)N1CCC3([C@@H]([C@@H](OC3)C)N)CC1)C=CN2 (S)-(3S,4S)-8-(8-(2,3-dichlorophenyl)-7-methylimidazo[1,2-c]pyrimidin-5-yl)-3-methyl-2-oxa-8-azaspiro[4.5]decan-4-amine